6-[4-(difluoromethyl)phenyl]-2-(3-fluorophenyl)-N-[(2S)-1-hydroxy-3-methylbut-2-yl]-3-oxo-2,3-dihydropyridazine-4-carboxamide FC(C1=CC=C(C=C1)C=1C=C(C(N(N1)C1=CC(=CC=C1)F)=O)C(=O)N[C@H](CO)C(C)C)F